3-(3-(tert-butoxy)-3-oxopropoxy)propionic acid C(C)(C)(C)OC(CCOCCC(=O)O)=O